1-(pyridin-3-yl)-1,2,5,6,7,8-hexahydroquinoline-3-carboxylic acid N1=CC(=CC=C1)N1CC(=CC=2CCCCC12)C(=O)O